(2S,4R)-N-[(S)-(5-cyclopropyl-6-fluoropyridin-2-yl)(phenyl)methyl]-1-[2-(1,4-dimethyl-5-oxo-4,5-dihydro-1H-1,2,4-triazol-3-yl)acetyl]-4-fluoropyrrolidine-2-carboxamide C1(CC1)C=1C=CC(=NC1F)[C@@H](NC(=O)[C@H]1N(C[C@@H](C1)F)C(CC1=NN(C(N1C)=O)C)=O)C1=CC=CC=C1